C(C)OC(CCCC1CCN(CC1)C1=NC=C(C=N1)OCC(=O)O)=O 2-[2-[4-(4-ethoxy-4-oxobutyl)-1-piperidyl]pyrimidin-5-yl]oxyacetic acid